methyl 2-(6-chloro-1H-indol-3-yl)acetate ClC1=CC=C2C(=CNC2=C1)CC(=O)OC